tert-butyl 3-methyl-3-nitro-pyrrolidine-1-carboxylate CC1(CN(CC1)C(=O)OC(C)(C)C)[N+](=O)[O-]